sodium oxaloborate C(=O)(C(=O)O)OB([O-])[O-].[Na+].[Na+]